C(OCC)(OC=1C(=NC=CC1OC)C(N[C@@H](C)C1=NOC(=N1)C1=CC(=CC=C1)CC)=O)=O (S)-ethyl (2-((1-(5-(3-ethylphenyl)-1,2,4-oxadiazol-3-yl)ethyl)carbamoyl)-4-methoxypyridin-3-yl) carbonate